lactoyl-phenylalanine C(C(O)C)(=O)N[C@@H](CC1=CC=CC=C1)C(=O)O